C1(CCCC1)NC=1SC(=C(N1)C)C(C=CN(C)C)=O 1-(2-(cyclopentylamino)-4-methylthiazol-5-yl)-3-(dimethylamino)prop-2-en-1-one